C(C)(C)(C)OC(=O)N1C(CNCC1)C1=NC(=NC(=C1)NC=1SC(=CN1)C(NC1=C(C=CC=C1C)Cl)=O)C (6-((5-((2-chloro-6-methylphenyl)carbamoyl)thiazol-2-yl)amino)-2-methylpyrimidin-4-yl)piperazine-1-carboxylic acid tert-butyl ester